CN(C(=O)C1COC1)CCCNC1=NC(=NC=C1C(F)(F)F)NC=1C(=NN(C1)C1CCN(CC1)C)C N-methyl-N-(3-((2-((3-methyl-1-(1-methylpiperidin-4-yl)-1H-pyrazol-4-yl)amino)-5-(trifluoromethyl)pyrimidin-4-yl)amino)propyl)oxetane-3-carboxamide